6-[(2S)-2-Benzyl-2-(methoxymethyl)pyrrolidin-1-yl]-4-morpholino-1H-pyridin-2-one C(C1=CC=CC=C1)[C@]1(N(CCC1)C1=CC(=CC(N1)=O)N1CCOCC1)COC